1-(4-(2-(3,4-dimethoxyphenyl)-3-ethyl-1H-indol-5-yl)piperidin-1-yl)-2-(3-(hydroxymethyl)piperidin-1-yl)ethan-1-one COC=1C=C(C=CC1OC)C=1NC2=CC=C(C=C2C1CC)C1CCN(CC1)C(CN1CC(CCC1)CO)=O